6-bromo-5,8-difluoro-3-methyl-1H-quinoxalin-2-one BrC=1C(=C2N=C(C(NC2=C(C1)F)=O)C)F